COC1=C(C=CC(=C1)[N+](=O)[O-])N1CCOCC1 4-(2-methoxy-4-nitrophenyl)morpholine